(3aR,4S,6aR)-3a-(3-boronopropyl)-5-(tert-butoxycarbonyl)hexahydro-2H-thieno[2,3-c]pyrrole-4-carboxylic acid B(O)(O)CCC[C@]12[C@H](CN([C@@H]1C(=O)O)C(=O)OC(C)(C)C)SCC2